[F-].C[N+](CC(C)O)(C)C N,N,N-trimethyl-N-(2-hydroxypropyl)ammonium fluoride